5-[[(3R)-1-[7-(ethylamino)-5-fluoro-3-methyl-2-oxo-indolin-3-yl]-3-piperidyl]amino]pyridine-2-carbonitrile C(C)NC=1C=C(C=C2C(C(NC12)=O)(C)N1C[C@@H](CCC1)NC=1C=CC(=NC1)C#N)F